ClC(C1=CC=CC=C1)N1CCN(CC1)CCCCOC1=C(C(=C2C(C=C(OC2=C1)C1=CC(=C(C=C1)OC)OC)=O)O)OC 7-(4-(4-(chlorobenzyl)piperazin-1-yl)butoxy)-2-(3,4-dimethoxyphenyl)-5-hydroxy-6-methoxy-4H-chromen-4-one